2,2,2-trifluoroethyl 2-(rac-(2S,5R)-5-methyl-2-(1-methyl-1H-pyrazol-5-yl)piperidin-1-yl)-2-oxoacetate C[C@@H]1CC[C@H](N(C1)C(C(=O)OCC(F)(F)F)=O)C1=CC=NN1C |r|